BrC=1C=C2C(=CC(=NC2=CC1)C=1C(=NOC1C)C)Cl 4-(6-bromo-4-chloroquinolin-2-yl)-3,5-dimethylisoxazole